FC(C=C)(F)C=1C(=NC2=CC=CC=C2N1)O 3-(1,1-difluoroallyl)quinoxalin-2-ol